1,2-dimethyl-5-(7-{[(3R)-3-methyl-3,4-dihydro-1H-isoquinolin-2-yl]carbonyl}-2-(2-{4-[2-(morpholin-4-yl)ethoxy]phenyl}acetyl)-3,4-dihydro-1H-isoquinolin-6-yl)pyrrole-3-carboxylic acid CN1C(=C(C=C1C=1C=C2CCN(CC2=CC1C(=O)N1CC2=CC=CC=C2C[C@H]1C)C(CC1=CC=C(C=C1)OCCN1CCOCC1)=O)C(=O)O)C